C(C)(C)(C)OC(=O)N1CC2N(CC1)C(C(CC2)C(=O)O)=C=O 2-(tert-butoxycarbonyl)-6-carbonyloctahydro-2H-pyrido[1,2-a]pyrazine-7-carboxylic acid